dimethyldiaminobiphenyl CC=1C(=C(C=CC1N)C1=CC=C(C=C1)N)C